trioleyl-amine C(CCCCCCC\C=C/CCCCCCCC)N(CCCCCCCC\C=C/CCCCCCCC)CCCCCCCC\C=C/CCCCCCCC